(2-(methylthio)ethyl)-2-((3,3,3-trifluoropropyl)thio)adenosine CSCC[C@@]1([C@H](O)[C@H](O)[C@@H](CO)O1)N1C=NC=2C(N)=NC(=NC12)SCCC(F)(F)F